OC1=CC=C(C=2OC3=CC(=C(C(=C3C(C2)=O)OC)OC)OC)C=C1 4'-hydroxy-5,6,7-trimethoxyflavone